1,3-bis(3-isocyanatopropan-1-yl)cyclohexane molybdenum-silver [Ag].[Mo].N(=C=O)CCCC1CC(CCC1)CCCN=C=O